C(CCCCCCCCC)(=O)OC\C=C(\CCC=C(C)C)/C (E)-3,7-Dimethyl-2,6-octadienyl decanoate